C(C)(C)(C)C1=NOC(=C1)C[C@@H]1[C@@H]([C@H]([C@H]([C@H](O1)CO)O)N1N=NC(=C1)C1=C(C(=C(C=C1)Cl)F)F)OC (2R,3R,4S,5R,6R)-6-((3-(tert-butyl)isoxazol-5-yl)methyl)-4-(4-(4-chloro-2,3-difluorophenyl)-1H-1,2,3-triazol-1-yl)-2-(hydroxymethyl)-5-methoxytetrahydro-2H-pyran-3-ol